C1=CC(=CC=C1C(C2=CC=C(C=C2)Cl)Br)Cl 4,4'-(Bromomethylene)bis(chlorobenzene)